C(C)(C)(C)OC(=O)N1CC[C@H]2O[C@H]2CC1 (1R,7S)-8-oxa-4-azabicyclo[5.1.0]octane-4-carboxylic acid tert-butyl ester